C(C)[C@]1(C(OCC=2C(N3CC=4C(=NC=5C=C(C=CC5C4)[N+](=O)[O-])C3=CC21)=S)=O)O[Si](CC)(CC)CC (S)-4-ethyl-8-nitro-14-thioxo-4-((triethylsilyl)oxy)-12,14-dihydro-1H-pyrano[3',4':6,7]indolizino[1,2-b]quinolin-3(4H)-one